(S)-tert-butyl 4-(1-(2-isopropylphenyl)-2-oxo-1,2,5,6,7,8-hexahydropyrido[3,4-d]pyrimidin-4-yl)-3-methylpiperazine-1-carboxylate C(C)(C)C1=C(C=CC=C1)N1C(N=C(C2=C1CNCC2)N2[C@H](CN(CC2)C(=O)OC(C)(C)C)C)=O